C1(CC1)C(=O)NCC1CCN(CC1)CC1=CC(=NC(=C1)C1=CC(=CC(=C1)Cl)Cl)OC=1C=NC(=NC1)N1CCN(CC1)CCC(=O)O 3-(4-(5-((4-((4-(cyclopropanecarboxamido-methyl)piperidin-1-yl)methyl)-6-(3,5-dichlorophenyl)pyridin-2-yl)oxy)pyrimidin-2-yl)piperazin-1-yl)propanoic acid